2-[(4-aminophenyl)amino]benzoic acid NC1=CC=C(C=C1)NC1=C(C(=O)O)C=CC=C1